BrC1=NC=CC(=C1)[C@H]([C@@H](C1=CC=CC=C1)O)NC(OC(C)(C)C)=O tert-butyl (1R,2R)-1-(2-bromopyridin-4-yl)-2-hydroxy-2-phenylethylcarbamate